6-bromo-8-methyl-2-methylsulfanyl-pyrido[2,3-d]pyrimidin-7-one BrC1=CC2=C(N=C(N=C2)SC)N(C1=O)C